trioctenyl-chlorosilane C(=CCCCCCC)[Si](Cl)(C=CCCCCCC)C=CCCCCCC